CS(=O)(=O)O.BrC1=CC=C(OCCC)C=C1 3-(4-bromophenoxy)propane methanesulfonate